6-{5-chloro-2-[(oxan-4-yl)amino]pyrimidin-4-yl}-2-[2-(2,3-dihydro-1H-indol-1-yl)-2-oxoethyl]-2,3-dihydro-1H-isoindol-1-one ClC=1C(=NC(=NC1)NC1CCOCC1)C1=CC=C2CN(C(C2=C1)=O)CC(=O)N1CCC2=CC=CC=C12